5-chloro-4-[5-(2,6-difluorophenyl)-4-methyl-1,2,4-triazol-3-yl]pyridin-2-ol ClC=1C(=CC(=NC1)O)C1=NN=C(N1C)C1=C(C=CC=C1F)F